(2-(heptyloxy)vinyl)benzenecinnamic acid glycidyl ester C(C1CO1)OC(C=CC1=CC=CC=C1C1=C(C=CC=C1)C=COCCCCCCC)=O